2,3-dihydroxy-6-isopropyl-10-oxo-5,10-dihydro-6H-pyrido[1,2-h][1,7]naphthyridine OC1=NC=2C=3N(C(CC2C=C1O)C(C)C)C=CC(C3)=O